di-p-tolyl-iodonium trifluoromesylate FC(S(=O)(=O)[O-])(F)F.C1(=CC=C(C=C1)[I+]C1=CC=C(C=C1)C)C